C(C)(=O)OC1=C(C(=O)Cl)C=CC=C1 2-(acetoxy)benzoyl chloride